C(C1=CC=CC=C1)C1=C(C2=C(N(C(N(C2=O)C2=CC=C(C=C2)F)=O)C2=CC=C(C=C2)F)N(C1=O)C)NC 6-benzyl-1,3-bis(4-fluorophenyl)-8-methyl-5-(methylamino)pyrido[2,3-d]pyrimidine-2,4,7(1H,3H,8H)-trione